5-(4-methoxybenzoyl)-2,5-diazabicyclo[2.2.1]Heptane-2-carboxylic acid tert-butyl ester C(C)(C)(C)OC(=O)N1C2CN(C(C1)C2)C(C2=CC=C(C=C2)OC)=O